N-(6-amino-5-ethylpyridin-3-yl)-2-((2R,5S)-5-methyl-2-(2-(3-methyl-3-azabicyclo[3.1.1]heptan-1-yl)benzo[d]thiazol-5-yl)piperidin-1-yl)-2-oxoacetamide NC1=C(C=C(C=N1)NC(C(=O)N1[C@H](CC[C@@H](C1)C)C=1C=CC2=C(N=C(S2)C23CN(CC(C2)C3)C)C1)=O)CC